C1([C@H](O)[C@@H](O)[C@@H](O)[C@H](O1)CO)C(O)C(O)CO D-galactosyl-glycerol